C(C1=CC=CC=C1)O[C@@H]1[C@H](O[C@H]([C@@]12CCO2)N2C(NC(C=C2)=O)=O)COCC2=CC=CC=C2 1-[(4R,5R,7R,8R)-8-(benzyloxy)-7-(benzyloxymethyl)-1,6-dioxaspiro[3.4]octan-5-yl]pyrimidine-2,4(1H,3H)-dione